6'-(((1S,3S)-3-((5-(Difluoromethoxy)pyrazin-2-yl)amino)cyclopentyl)amino)-5-methoxy-2H-[1,3'-bipyridin]-2-one FC(OC=1N=CC(=NC1)N[C@@H]1C[C@H](CC1)NC1=CC=C(C=N1)N1C(C=CC(=C1)OC)=O)F